C(C1=CC=CC=C1)O[C@H]1[C@@H](O[C@@H]([C@H]([C@@H]1OCC1=CC=CC=C1)OCC1=CC=CC=C1)C1=C(C=CC=C1)C)OC (2R,3R,4S,5R,6R)-3,4,5-tris(benzyloxy)-2-methoxy-6-(o-tolyl)tetrahydro-2H-pyran